O=C1N(C=CC=C1C(=O)O)C1=CC=NC=C1 2-oxo-2H-[1,4'-bipyridine]-3-carboxylic acid